C(C)(=O)NC=1N=C2N(N=C(C=C2)C=2C=C(C=CC2)N2OCC[C@H]2C2=CC=CC=C2)C1 (S)-N-(3-(2-acetamidoimidazo[1,2-b]pyridazin-6-yl)phenyl)-3-phenylisoxazolidine